ClC=1C=C2C(=CC(=NC2=CC1)C(F)(F)F)N[C@@H]1C[C@@H](CCC1)NC(=O)C=1C(=NN(C1)CF)C(F)F N-[(1R,3S)-3-{[6-chloro-2-(trifluoromethyl)quinolin-4-yl]amino}cyclohexyl]-3-(difluoromethyl)-1-(fluoromethyl)-1H-pyrazole-4-carboxamide